ClC=1C(=C(C=CC1)C1CCN(CC1)C(\C=C\COC)=O)C 4-(3-Chloro-2-methylphenyl)-1-[(2E)-4-methoxybut-2-enoyl]piperidin